2-((2-methyl-6-(trifluoromethyl)pyridin-3-yl)sulfonyl)-6-(pyridin-3-ylmethyl)-2,6-diazaspiro[3.3]heptane CC1=NC(=CC=C1S(=O)(=O)N1CC2(C1)CN(C2)CC=2C=NC=CC2)C(F)(F)F